ClC1=CC=C(C=C1)C(N1C[C@@H](N(C[C@H]1C)C1=C2N=CN(C2=NC(=N1)NN)CCN(C(OC(C)(C)C)=O)C)C)C1=CC=C(C=C1)Cl tert-Butyl (2-(6-((2S,5R)-4-(bis(4-chlorophenyl)methyl)-2,5-dimethylpiperazin-1-yl)-2-hydrazineyl-9H-purin-9-yl)ethyl)(methyl)carbamate